COC=1C=C2C(=NC=NC2=CC1OCCCN1CCN(CC1)C)C1=CC=C(C(=O)O)C=C1 4-(6-methoxy-7-(3-(4-methylpiperazin-1-yl)propoxy)quinazolin-4-yl)benzoic acid